7-(6-(bis(4-methoxybenzyl)amino)-4-methyl-3-(trifluoromethyl)pyridin-2-yl)-6-chloro-8-fluoro-2-(methylthio)quinazolin-4-ol COC1=CC=C(CN(C2=CC(=C(C(=N2)C2=C(C=C3C(=NC(=NC3=C2F)SC)O)Cl)C(F)(F)F)C)CC2=CC=C(C=C2)OC)C=C1